octyl-2-dodecenyl neopentanoate C(C(C)(C)C)(=O)OC(C=CCCCCCCCCC)CCCCCCCC